fluoroundecyl-sulfonic acid FCCCCCCCCCCCS(=O)(=O)O